2-ETHYL-1H-PYRROLO[2,3-E]PYRIDINE-5-CARBALDEHYDE C(C)C1=CC2=C(C=CC(=N2)C=O)N1